COC1=C(C(=CC(=C1)C)C)C1=CC=C2C(=CC(=NC2=N1)C1CN(CCC1)C)CNC(C)=O N-[[7-(2-methoxy-4,6-dimethyl-phenyl)-2-(1-methyl-3-piperidyl)-1,8-naphthyridin-4-yl]methyl]acetamide